Nickel-iron-ruthenium [Ru].[Fe].[Ni]